C(C)(=O)[O-].C[NH2+]C N-methyl-methylammonium acetate